t-hexyl peroxydicarbonate C(=O)(OC(C)(C)CCC)OOC(=O)[O-]